N1=CC=CC=2S(C3=C(C21)C=CC=C3)(=O)=O aza-dibenzothiophen-5,5-dioxide